6-ethyl-N-(pyrazin-2-ylmethyl)quinoline-8-carboxamide C(C)C=1C=C2C=CC=NC2=C(C1)C(=O)NCC1=NC=CN=C1